FC1=CC=C(C=C1)N(C(=O)N1CCCCC1)C 1-[(4-Fluoro-phenyl)-methyl-carbamoyl]-piperidine